C(CCCCCCC\C=C/CCCCCCCC)(=O)OC[C@@H]([C@@H](C(=O)OCC1=C(C(=CC=C1)[C@H](C)C=1N=CNC1)C)CC)CC=1N(C=NC1)C (2R,3S)-3-ethyl-4-({3-[(1S)-1-(1H-imidazol-4-yl) ethyl]-2-methylphenyl}methoxy)-2-[(3-methylimidazol-4-yl)methyl]-4-oxobutyl (9Z)-octadec-9-enoate